CN(CCN(C1=C(C=C(C=C1)NC1=NC(=NC=C1C1=CC=C(C=C1)C(F)(F)F)NC=1C=NN(C1)C)NC(C=C)=O)C)C N-(2-{[2-(dimethylamino)ethyl](methyl)amino}-5-({2-[(1-methyl-1H-pyrazol-4-yl)amino]-5-[4-(trifluoromethyl)phenyl]pyrimidin-4-yl}amino)phenyl)prop-2-enamide